Cl.CC1=NC=CC(=C1)C=1C=C2C=CC(=NC2=CC1)N1CCC(CC1)C(=O)O 1-(6-(2-methylpyridin-4-yl)quinolin-2-yl)piperidine-4-carboxylic acid hydrochloride